4-(1,1-difluoroethyl)-2-phenylpiperidine FC(C)(F)C1CC(NCC1)C1=CC=CC=C1